N-(2-(5-bromo-2-fluorophenyl)propan-2-yl)-2-chloroacetamide BrC=1C=CC(=C(C1)C(C)(C)NC(CCl)=O)F